ClC1=CC=C(C=C1)C=1C=C2C(=NC=NC2=CC1)N1CCN(CC1)C(C=C)=O 1-(4-(6-(4-chlorophenyl)quinazolin-4-yl)piperazin-1-yl)prop-2-en-1-one